C(C1=CC=CC=C1)C1CN(CC=2N=C(N=C(C21)Cl)Cl)C(=O)O.OC=2C(=NC=C(C2)C2=C(C(=NO2)C2=CC=CC=C2)C2CC2)C(=O)NCC(=O)O 3-Hydroxy-5-(4-cyclopropyl-3-phenylisoxazol-5-yl)picolinoyl-glycine benzyl-2,4-dichloro-5,8-dihydropyrido[3,4-d]pyrimidine-7(6H)-carboxylate